methyl N2-acryloyl-N6-((benzyloxy)carbonyl)-L-lysinate C(C=C)(=O)N[C@@H](CCCCNC(=O)OCC1=CC=CC=C1)C(=O)OC